C1=C(C=CC=2OC3=C(C21)C=CC=C3)C3=CC=C(C=C3)N(C=3C2=CC=CC=C2C=2C=CC=CC2C3)C3=CC=C(C=C3)C3=CC=CC2=CC=CC=C32 4-(dibenzofuran-2-yl)phenyl-4-(naphthalen-1-yl)phenyl-phenanthren-9-yl-amine